C(=O)C=1C=CC(=NC1)N1N=C(C=C1)C#N 1-(5-formylpyridin-2-yl)-1H-pyrazole-3-carbonitrile